(6,6-dioxo-6lambda6-thia-2,5-diazaspiro[3.4]octan-2-yl)-[3-[[2-fluoro-4-(trifluoromethyl)phenyl]methoxy]azetidin-1-yl]methanone O=S1(NC2(CN(C2)C(=O)N2CC(C2)OCC2=C(C=C(C=C2)C(F)(F)F)F)CC1)=O